CNC(=O)C1=CC(=CC=2[C@H](COC21)C2=CC=CC=C2)C(=O)NC2=NC=NC=C2 |r| (+/-)-N7-Methyl-3-phenyl-N5-(pyrimidin-4-yl)-2,3-dihydrobenzofuran-5,7-dicarboxamid